methyl 6-((4-(1-(tert-butoxycarbonyl)piperidin-4-yl)-1H-1,2,3-triazol-1-yl)methyl)nicotinate C(C)(C)(C)OC(=O)N1CCC(CC1)C=1N=NN(C1)CC1=NC=C(C(=O)OC)C=C1